(((4-bromo-2,5-dimethoxyphenethyl)carbamoyl)oxy)methyl L-valinate hydrochloride Cl.N[C@@H](C(C)C)C(=O)OCOC(NCCC1=C(C=C(C(=C1)OC)Br)OC)=O